C(=O)C=1C(=C2C=C(N(C2=CC1)C[C@H](C)N1CCN(CC1)S(=O)(=O)C)C#N)C 5-formyl-4-methyl-1-[(2S)-2-(4-methylsulfonylpiperazin-1-yl)propyl]indole-2-carbonitrile